Methyl (2S)-2-{[3-(5-methyl-1,3-thiazol-2-yl)-5-({(1R)-1-[2-(trifluoromethyl)pyrimidin-5-yl]ethyl}carbamoyl)phenoxy] methyl}morpholine-4-carboxylate CC1=CN=C(S1)C=1C=C(OC[C@@H]2CN(CCO2)C(=O)OC)C=C(C1)C(N[C@H](C)C=1C=NC(=NC1)C(F)(F)F)=O